1-methyl-4-(4-nitro-2-(trifluoromethyl)phenoxy)piperidine CN1CCC(CC1)OC1=C(C=C(C=C1)[N+](=O)[O-])C(F)(F)F